C(C)(C)(C)OC(=O)N1[C@@H]([C@H](C1)N1C=CC2=NC(=CC=C21)C(=O)OC)C.FC(CCC=2OC=C1C=CC=CC21)(C)F (3,3-difluorobutyl)isobenzofuran Tert-butyl-(2R,3S)-3-[5-(methoxycarbonyl)pyrrolo[3,2-b]pyridin-1-yl]-2-methylazetidine-1-carboxylate